OC(C(=O)N1CC2=CC(=CC(=C2CC1)[C@H]1NCCC1)C=1C=C2C(=NC1)NC=C2C)(C)C (S)-2-hydroxy-2-methyl-1-(7-(3-methyl-1H-pyrrolo[2,3-b]pyridin-5-yl)-5-(pyrrolidin-2-yl)-3,4-dihydroisoquinolin-2(1H)-yl)propan-1-one